5-(3-(benzo[d]isothiazol-6-yl)pyrazolo[1,5-a]pyridin-6-yl)-1-methylpyridin-2(1H)-one S1N=CC2=C1C=C(C=C2)C=2C=NN1C2C=CC(=C1)C=1C=CC(N(C1)C)=O